(3-(10-(naphthalen-1-yl)anthracene-9-yl)phenyl)boronic acid C1(=CC=CC2=CC=CC=C12)C1=C2C=CC=CC2=C(C2=CC=CC=C12)C=1C=C(C=CC1)B(O)O